C(#C)C=1C(=CC=C2C=C(C=C(C12)C1=C(C=C2C(=NC(=NC2=C1F)OC[C@@]/1(CN(CC\C1=C/F)C)C)N1CCOC[C@](C1)(O)C)F)O)F (6S)-4-(7-(8-Ethynyl-7-fluoro-3-hydroxynaphthalen-1-yl)-6,8-difluoro-2-(((S,E)-4-(fluoromethylene)-1,3-dimethyl-Piperidin-3-yl)methoxy)quinazolin-4-yl)-6-methyl-1,4-oxazepan-6-ol